L-3-nitropropionic acid [N+](=O)([O-])CCC(=O)O